N-((1-benzylcyclobutyl)methyl)-2-oxo-2,3-dihydropyrimidine-4-carboxamide C(C1=CC=CC=C1)C1(CCC1)CNC(=O)C=1NC(N=CC1)=O